para-hydroxyphenylacetone OC1=CC=C(C=C1)CC(C)=O